FC(C=1C=CC(=NC1)C(C(=O)N)(C)N1C[C@@H](C(CC1)(F)F)C1=CNC(C=C1)=O)(C1=CC=C(C=C1)F)F (5-(difluoro(4-fluorophenyl)methyl)pyridin-2-yl)-2-((S)-4,4-difluoro-3-(6-oxo-1,6-dihydropyridin-3-yl)piperidin-1-yl)propanamide